(3S,4R)-3-[(4R)-benzyl-2-oxo-oxazolidine-3-carbonyl]-4-(4-fluorophenyl)-pyrrolidine-1-carboxylic acid tert-butyl ester C(C)(C)(C)OC(=O)N1C[C@H]([C@@H](C1)C1=CC=C(C=C1)F)C(=O)N1C(OC[C@H]1CC1=CC=CC=C1)=O